7-methyl-N-(1-(methylsulfonyl)piperidin-4-yl)-5-(piperidin-1-yl)-2,6-naphthyridin-3-amine CC1=NC(=C2C=C(N=CC2=C1)NC1CCN(CC1)S(=O)(=O)C)N1CCCCC1